C(C)OC(=O)N(C(C(=O)OCC)CC1=CC=C(C=C1)I)CC(C)C ethyl 2-((ethoxycarbonyl)(isobutyl)amino)-3-(4-iodophenyl)propanoate